2'-chloro-5'-methoxy-6-methyl-N-(5-(pyrazolo[1,5-a]pyrimidine-7-carbonyl)-5,6-dihydro-4H-pyrrolo[3,4-d]thiazol-2-yl)-[4,4'-bi-pyridine]-3-carboxamide ClC1=NC=C(C(=C1)C1=C(C=NC(=C1)C)C(=O)NC=1SC2=C(N1)CN(C2)C(=O)C2=CC=NC=1N2N=CC1)OC